(Ra)-6-(1-([1,1'-Biphenyl]-4-ylmethyl)-4-fluoro-1H-indol-7-carboxamido)-2-methylspiro-[3.3]heptan C1(=CC=C(C=C1)CN1C=CC2=C(C=CC(=C12)C(=O)NC1CC2(CC(C2)C)C1)F)C1=CC=CC=C1